P(=O)([O-])([O-])O.[K+].[Na+] Natrium-Kalium phosphat